[N+](=O)([O-])C=1C=2CCCC2C=C2CCC(C12)O 8-nitro-1,2,3,5,6,7-hexahydro-s-indacen-1-ol